5-chloro-N-(cyanomethyl)pyrazine-2-carboxamide ClC=1N=CC(=NC1)C(=O)NCC#N